tert-Butyl (3-amino-6-methoxypyridin-2-yl)(3-(5-fluoro-2-(2,2,2-trifluoro-acetamido)phenyl)propyl)carbamate NC=1C(=NC(=CC1)OC)N(C(OC(C)(C)C)=O)CCCC1=C(C=CC(=C1)F)NC(C(F)(F)F)=O